BrC=1C=CC(=NC1)N1CC2(C1)CN(C2)S(=O)(=O)C 2-(5-bromopyridin-2-yl)-6-(methylsulfonyl)-2,6-diazaspiro[3.3]heptane